ClC1=C(C(=CC=C1)F)C(C)=O 1-(2-chloro-6-fluorophenyl)ethan-1-one